O[C@@H]1CC2=CC[C@H]3[C@@H]4CC[C@H](C(CO)=O)[C@]4(CC[C@@H]3[C@]2(CC1)C)C (3β)-3,21-Dihydroxypregn-5-en-20-one